CC=1C(=C(C(=C(C1)C)C(C)C)O)C(C)C 3,5-dimethyl-2,6-diisopropylphenol